NCCOCCOCCNC(=O)CCC(C(=O)O)N1CCN(CCN(CCN(CC1)CC(=O)O)CC(=O)O)CC(=O)O 4-({2-[2-(2-aminoethoxy)ethoxy]ethyl}carbamoyl)-2-[4,7,10-tris(carboxymethyl)-1,4,7,10-tetraazacyclododecan-1-yl]butanoic acid